C(C)(C)(C)OC(=O)N1C(CC(C=C1)=O)C1=CC=CC=C1 4-oxo-2-phenyl-2,3-dihydropyridine-1-carboxylic acid tert-butyl ester